Methyl 5-cyano-2-((pyrazolo[1,5-a]pyrimidine-3-carboxamido)methyl)benzofuran-7-carboxylate C(#N)C=1C=C(C2=C(C=C(O2)CNC(=O)C=2C=NN3C2N=CC=C3)C1)C(=O)OC